N(N)C1=CC=C(CN2CCOCC2)C=C1 4-(4-hydrazinobenzyl)morpholine